(5-amino-4-methoxypyrazolo[1,5-a]pyridin-3-yl)acetamide hydrochloride Cl.NC1=C(C=2N(C=C1)N=CC2CC(=O)N)OC